4-(trifluoromethyl)piperazin FC(N1CCNCC1)(F)F